OC1=C(C=CC=C1)C=1N=NC2=CC=C(C=C2C1)OC1CC2(C1)CCN(CC2)C2=NOC(=C2)C(C(=O)OC)C(C)C methyl 2-(3-(2-((3-(2-hydroxyphenyl)cinnolin-6-yl)oxy)-7-azaspiro[3.5]nonan-7-yl)isoxazol-5-yl)-3-methylbutanoate